(3,4-difluoro-5-isopropyl-2-methoxyphenyl)boronic acid FC=1C(=C(C=C(C1F)C(C)C)B(O)O)OC